tert-butyl 4-fluoro-4-((4-(1-(5-methoxy-2-(1-methyl-1H-pyrazol-4-yl)-4-nitrobenzeneyl)piperidin-4-yl)piperazin-1-yl)methyl)piperidine-1-carboxylate FC1(CCN(CC1)C(=O)OC(C)(C)C)CN1CCN(CC1)C1CCN(CC1)C1=C(C=C(C(=C1)OC)[N+](=O)[O-])C=1C=NN(C1)C